2-[(3R)-1-[(2R)-2-[4-(2-chloro-4-fluoro-phenyl)-2-oxo-chromen-7-yl]oxypropionyl]-3-piperidinyl]acetamide ClC1=C(C=CC(=C1)F)C1=CC(OC2=CC(=CC=C12)O[C@@H](C(=O)N1C[C@H](CCC1)CC(=O)N)C)=O